ClC=1C=C(C2=C(NC(=N2)C2=CC=C(C=C2)NC(=O)C2=COC=C2)C1)C Furan-3-carboxylic Acid [4-(6-chloro-4-methyl-1H-benzoimidazol-2-yl)-phenyl]-amide